methoxytriethylene glycol monoacrylate C(C=C)(=O)O.COC(COCCOCCO)O